FC(C1=NC=CC(=C1)N1C[C@@H](CC1)C(=O)N1CC=2C(=C3CC(OCC3=C(N2)C)(C)C)C1)F [1-(2-Difluoromethyl-pyridin-4-yl)-pyrrolidin-3(R)-yl]-(5,8,8-trimethyl-3,6,8,9-tetrahydro-1H-7-oxa-2,4-diaza-cyclopenta[a]naphthalen-2-yl)-methanone